7-((6-(4-aminopiperidin-1-yl)-5-methylpyridin-3-yl)methyl)-N2-butylimidazo[2,1-f][1,2,4]triazine-2,4-diamine NC1CCN(CC1)C1=C(C=C(C=N1)CC1=CN=C2C(=NC(=NN21)NCCCC)N)C